(R)-3-(3-(5-(6-Chloropyridin-2-yl)furan-2-yl)isoxazol-5-yl)-3-hydroxy-1-methylpyrrolidin-2-one ClC1=CC=CC(=N1)C1=CC=C(O1)C1=NOC(=C1)[C@]1(C(N(CC1)C)=O)O